BrC1=CC=C2C(=N1)C(=CN2)NC2=NC1=C(N2)C=CC(=C1)Cl N-(5-bromo-1H-pyrrolo[3,2-b]pyridin-3-yl)-5-chloro-1H-benzo[d]imidazol-2-amine